N(=[N+]=[N-])CCCNC(CCC(C)(C#N)\N=N/C(CCC(=O)NCCCN=[N+]=[N-])(C)C#N)=O N-(3-Azidopropyl)-4-[(Z)-[4-(3-azidopropylamino)-1-cyano-1-methyl-4-oxobutyl]azo]-4-cyano-pentanamid